[Ca].[Al].[Si] silicon aluminium-calcium